C(CCC)C1=CC=C(C=C1)S(=O)(=O)N 4-butyl-benzenesulfonamide